6-bromo-N-(2,4-dimethoxybenzyl)-8-iodoquinazolin-4-amine BrC=1C=C2C(=NC=NC2=C(C1)I)NCC1=C(C=C(C=C1)OC)OC